Decynidol hydrochloride Cl.[CH-](C#CCCCCCCC)O